Trioctyltrimellitate C(CCCCCCC)C=1C(=C(C(=C(C1C(=O)[O-])C(=O)[O-])CCCCCCCC)C(=O)[O-])CCCCCCCC